chloro-5,6-dimethoxypyrimidine ClC1=NC(=C(C=N1)OC)OC